OC1=NC=NC(=N1)[S-] 4-hydroxy-1,3,5-triazine-6-thiolate